N-(1-ethyl-1H-indol-5-yl)-4-piperidinecarboxamide C(C)N1C=CC2=CC(=CC=C12)NC(=O)C1CCNCC1